NC1=C(C=CC(=C1)N)CCOC(/C=C/C1=CC=C(C=C1)OC(=O)C1CCC(CC1)C1CCC(CC1)CCCCC)=O [4-[(E)-3-[2-(2,4-diaminophenyl)ethoxy]-3-oxo-prop-1-enyl]phenyl]4-(4-pentylcyclohexyl)cyclohexanecarboxylate